O[C@H]1[C@H](O[C@@]2([C@H](CCO2)C2=C(C3=CC=CC=C3C=C2OC)C(=O)N)[C@@H]([C@H]1N1N=NC(=C1)C1=CC(=C(C(=C1)F)F)F)O)CO ((4r,5s,7r,8r,9s,10r)-8,10-dihydroxy-7-(hydroxymethyl)-9-(4-(3,4,5-trifluorophenyl)-1H-1,2,3-triazol-1-yl)-1,6-dioxaspiro[4.5]dec-4-yl)-3-methoxy-1-naphthamide